N1C=CC=2C(=NC=CC21)C2=CC=C(C(=O)NCCC1=CC=C(C=C1)S(N)(=O)=O)C=C2 4-(1H-pyrrolo[3,2-c]pyridin-4-yl)-N-(4-sulfamoylphenethyl)benzamide